1-(4-(4-morpholinyl-6-(5-(morpholinylmethyl)thiophen-2-yl)-1,3,5-triazin-2-yl)phenyl)-3-(1H-pyrazol-5-yl)urea N1(CCOCC1)C1=NC(=NC(=N1)C=1SC(=CC1)CN1CCOCC1)C1=CC=C(C=C1)NC(=O)NC1=CC=NN1